7-chloro-1-methyl-1H-pyrazolo[4,3-c]quinolin-4-amine ClC=1C=CC=2C3=C(C(=NC2C1)N)C=NN3C